Cl.[C@@H]12CNC[C@H]2C1NC(=O)C1=C(C=C(C=C1)NC(=O)C=1N(C(=CN1)Br)C)Cl N-(4-(((1R,5S,6s)-3-azabicyclo[3.1.0]hexan-6-yl)carbamoyl)-3-chlorophenyl)-5-bromo-1-methyl-1H-imidazole-2-carboxamide hydrochloride